4-((1R,5S)-3,8-diazabicyclo[3.2.1]oct-3-yl)-7-(4-fluorophenyl)-2-(((S)-1-methylpyrrolidin-2-yl)methoxy)-7H-pyrrolo[2,3-H]quinazoline trifluoroacetate FC(C(=O)O)(F)F.[C@H]12CN(C[C@H](CC1)N2)C2=NC(=NC1=C3C(=CC=C21)N(C=C3)C3=CC=C(C=C3)F)OC[C@H]3N(CCC3)C